4-[[2-(1H-indazol-6-yl)acetyl]amino]pyridine-2-carboxylic acid N1N=CC2=CC=C(C=C12)CC(=O)NC1=CC(=NC=C1)C(=O)O